CC[N+](CC)(CC)CCC(C1CCCCC1)(C2=CC=CC=C2)O The molecule is a tertiary alcohol and a quaternary ammonium ion. It has a role as an anti-ulcer drug, a muscarinic antagonist and an antispasmodic drug.